C(C1=CC=CC=C1)N1CCC(CC1)CCNC(=O)N1[C@@H](CN(CC1)C1=NC=C(C=N1)OC(F)(F)F)C (2R)-N-[2-(1-benzylpiperidin-4-yl)ethyl]-2-methyl-4-[5-(trifluoromethoxy)pyrimidin-2-yl]piperazine-1-carboxamide